2-ISOPROPENYL-5-METHYL-4-HEXEN-1-OL C(=C)(C)C(CO)CC=C(C)C